C1=CC(=CC=C1C(C2=CC=C(C=C2)OC#N)(C(F)(F)F)C(F)(F)F)OC#N 4,4'-bis(trifluoromethyl)methylenediphenyl cyanate